[Si](C)(C)(C(C)(C)C)OC(C=O)CC1=C(C(=CC=C1F)F)F ((tert-butyldimethylsilyl)oxy)-3-(2,3,6-trifluorophenyl)propanal